NC=1C=C(C(=O)NC2=C(C=C(C=C2)F)CC(=O)OC(C)(C)C)C=CC1N1CCCC1 tert-butyl 2-(2-(3-amino-4-(pyrrolidin-1-yl)benzamido)-5-fluorophenyl)acetate